ClC=1C(=NC(=NC1)N[C@H]1[C@@H](CN(CC1)S(=O)(=O)C)O)C=1C=CC2=C(N(N=N2)C(C)C)C1 (3r,4r)-4-({5-chloro-4-[1-(propan-2-yl)-1H-benzotriazol-6-yl]pyrimidin-2-yl}amino)-1-(methylsulfonyl)piperidin-3-ol